(1S,3S,4R)-3-acetamido-N-((S)-(2,3-dichloro-6-fluorophenyl)(4-fluorobicyclo[2.2.1]hept-1-yl)methyl)-4-(methylamino)cyclopentane-1-carboxamide C(C)(=O)N[C@H]1C[C@H](C[C@H]1NC)C(=O)N[C@@H](C12CCC(CC1)(C2)F)C2=C(C(=CC=C2F)Cl)Cl